7-benzyl-4-(4-trifluoromethylbenzyl)-6,7,8,9-tetrahydroimidazo[1,2-a]pyrido[3,4-e]pyrimidin-5(4H)-one C(C1=CC=CC=C1)N1CC=2C(N(C=3N(C2CC1)C=CN3)CC3=CC=C(C=C3)C(F)(F)F)=O